N1C=CC2=CC(=CC=C12)S(=O)(=O)N1C=C(C=C1)C(=O)NC1=CC=C(C=C1)CC 1-((1H-indol-5-yl)sulfonyl)-N-(4-ethylphenyl)-1H-pyrrole-3-carboxamide